ethyl 3-(2,3-dichloro-6-((diethylcarbamoyl) oxy)-5-methoxyphenyl)-4-nitrobutanoate ClC1=C(C(=C(C=C1Cl)OC)OC(N(CC)CC)=O)C(CC(=O)OCC)C[N+](=O)[O-]